Cl.BrCCN1CCCC1 1-(2-bromoethyl)pyrrolidine hydrochloride